FC1=CC=C(C=2N=C(SC21)N)C2=C(C=C1C(=NC(=NC1=C2F)OC[C@]21CCCN1C[C@@H](C2)F)N([C@H]2CNCC2)C)C(F)(F)F 7-fluoro-4-(8-fluoro-2-(((2R,7aS)-2-fluorotetrahydro-1H-pyrrolizin-7a(5H)-yl)methoxy)-4-(methyl((R)-pyrrolidin-3-yl)amino)-6-(trifluoromethyl)quinazolin-7-yl)benzo[d]thiazol-2-amine